8-(2-methoxythiazol-5-yl)-6-(4-methyl-6-oxo-1,4,5,6-tetrahydropyridazin-3-yl)-3,4-dihydroquinolin-2(1H)-one COC=1SC(=CN1)C=1C=C(C=C2CCC(NC12)=O)C1=NNC(CC1C)=O